C(CCC)S(=O)N1N=CC=2C1=NC=CC2 butylsulfinyl-1H-pyrazolo[3,4-b]pyridine